C(C=1C(O)=CC=CC1)=O.C(C=1C(O)=CC=CC1)=O.[Co] cobalt bis(salicylaldehyde)